FC=1C=CC=C2C3=C(C=CC(C[C@]4(C[C@H](CC4)NS(=O)(=O)C)C=4OC(=C(COC12)N4)C)=C3)F N-[(1'S,14R)-6,19-difluoro-11-methyl-spiro[8,12-dioxa-21-azatetracyclo[14.3.1.110,13.02,7]henicosa-1(19),2,4,6,10,13(21),16(20),17-octaene-14,3'-cyclopentane]-1'-yl]methanesulfonamide